C(=O)(O)C=1C=C(C=C(C(=O)OC)C#N)C=CC1O methyl 3-carboxy-4-hydroxy-α-cyanocinnamate